N-ethyl-N'-(4-((3-methoxyphenyl)amino)-2,5-dimethylphenyl)-N-methylformimidamide C(C)N(C=NC1=C(C=C(C(=C1)C)NC1=CC(=CC=C1)OC)C)C